(R)-4-(3-(4-bromo-3-(trifluoromethyl)phenoxy)-2-methylpropyl)piperidine BrC1=C(C=C(OC[C@@H](CC2CCNCC2)C)C=C1)C(F)(F)F